4-allyloxycinnamic acid C(C=C)OC1=CC=C(C=CC(=O)O)C=C1